FC1CC(N(C1)C(CC=1OC(=NN1)C)=O)C(=O)NC(C1=CC=CC=C1)C1=CC(=C(C=C1)C(C)C)F 4-fluoro-N-{[3-fluoro-4-(propan-2-yl)phenyl](phenyl)methyl}-1-[2-(5-methyl-1,3,4-oxadiazol-2-yl)acetyl]pyrrolidine-2-carboxamide